(-)-3-Hydroxy-2-(2-methoxyphenyl)-2-methyl-2,3-dihydro-1H-inden-1-one OC1C(C(C2=CC=CC=C12)=O)(C)C1=C(C=CC=C1)OC